N1=CC=CC2=CC3=CC=CC=C3C=C12 AZAANTHRACENE